OC1CCC(N(C1)C(C(C)SC)=O)C=1NC(=CN1)C1=CC=C(C=C1)C 1-(5-hydroxy-2-(5-(p-tolyl)-1H-imidazol-2-yl)piperidin-1-yl)-2-(methylsulfanyl)propan-1-one